CC(C)(C)OC(=O)N[C@@H]1CCC[C@H]1O tert-butyl N-[(1R,2R)-2-hydroxycyclopentyl]carbamate